ClC1=NC(=CC(=C1)C(=O)OCC)CC ethyl 2-chloro-6-ethylpyridine-4-carboxylate